(1R)-N-[4-(1,1,1,3,3,3-Hexafluoro-2-hydroxypropan-2-yl)phenyl]-2-[(2-methyloxetan-2-yl)carbonyl]-5-(methylsulfonyl)-2,3-dihydro-1H-isoindole-1-carboxamide FC(C(C(F)(F)F)(O)C1=CC=C(C=C1)NC(=O)[C@@H]1N(CC2=CC(=CC=C12)S(=O)(=O)C)C(=O)C1(OCC1)C)(F)F